O(C1=CC=CC=C1)CCC(C(=O)O)=C.C(C=C)(=O)OCCOC1=CC=CC=C1 2-phenoxyethyl acrylate (phenoxyethyl acrylate)